Ethylenebis(oxyethylene) bis[3-(5-tert-butyl-4-hydroxy-m-tolyl) propionate] C(C)(C)(C)C=1C(=C(C=C(C1)C)CCC(=O)OCCOCCOCCOC(CCC=1C=C(C=C(C1O)C(C)(C)C)C)=O)O